(3,4,5-trimethoxyphenyl)acrylic acid COC=1C=C(C=C(C1OC)OC)C(C(=O)O)=C